C(CCC)[Mg]Cl butylmagnesium chloride